(8-fluoro-2,3-dihydro-1H-pyrrolo[2,1-a]isoindol-9b(5H)-yl)methanol FC1=CC=C2CN3C(C2=C1)(CCC3)CO